tert-Butyl (4-cyclopropyl-2,3-dihydro-1H-inden-2-yl)carbamate C1(CC1)C1=C2CC(CC2=CC=C1)NC(OC(C)(C)C)=O